C(=O)(O)C1=CC(=CC(=C1)C(=O)O)C(=O)O 1,3,5-tricarboxyl-Benzene